S(OC1=CC=C(C=C1)OCC1=C(C=C(C=C1F)C1=NON=C1O)F)(=O)(=O)F 4-((2,6-difluoro-4-(4-hydroxy-1,2,5-oxadiazol-3-yl)benzyl)oxy)phenyl sulfurofluoridate